C(C)(C)(C)OC(=O)N1CCC2(CC1)OC1=C(C2=N[S@](=O)C(C)(C)C)C=CC=C1 (3R)-3-[[(R)-tert-butylsulfinyl]imino]spiro[3H-benzofuran-2,4'-piperidine]-1'-carboxylic acid tert-butyl ester